5-methyl-2-(trifluoromethoxy)aniline CC=1C=CC(=C(N)C1)OC(F)(F)F